ClC=1C(=NC2=CC(=C(N=C2C1N[C@H](C)C=1C=C(C#N)C=CC1F)C=1C=NC(=CC1)P1(CCCC1)=O)F)C 3-[(1R)-1-({3-chloro-7-fluoro-2-methyl-6-[6-(1-oxo-1lambda5-phospholan-1-yl)pyridin-3-yl]-1,5-naphthyridin-4-yl}amino)ethyl]-4-fluorobenzonitrile